ClC1=CC=C(S1)C#CC1=NC(=C2N=CN(C2=N1)[C@H]1[C@@H]([C@@H]([C@@]2(C[C@H]12)C(=O)NC)O)O)NC (1S,2R,3S,4R,5S)-4-(2-((5-chlorothien-2-yl)ethynyl)-6-(methylamino)-9H-purin-9-yl)-2,3-dihydroxy-N-methylbicyclo[3.1.0]hexane-1-carboxamide